CC1([C@H]2CN([C@@H]([C@@H]12)C(=O)O)C([C@H](C(C)C)NC=1C=NC=NC1)=O)C (1R,2S,5S)-6,6-dimethyl-3-[(2S)-3-methyl-2-(pyrimidin-5-ylamino)butanoyl]-3-azabicyclo[3.1.0]hexane-2-carboxylic acid